3,3'-((2-(6-azidohexanamido) propane-1,3-diyl)bis(oxy))dipropionate N(=[N+]=[N-])CCCCCC(=O)NC(COCCC(=O)[O-])COCCC(=O)[O-]